7-amino-6-(3,5-dimethoxyphenyl)-1,8-naphthyridin-2(1H)-one NC1=C(C=C2C=CC(NC2=N1)=O)C1=CC(=CC(=C1)OC)OC